CNC1=NC=CC2=C1N=NC(=C2)NC(=O)C2CC2 N-(8-(methylamino)pyrido[3,4-C]pyridazin-3-yl)cyclopropanecarboxamide